4-(4-(tert-butoxycarbonyl)piperazin-1-yl)-7-(5-chloro-6-methyl-1-(tetrahydro-2H-pyran-2-yl)-1H-indazol-4-yl)-5,6,7,8-tetrahydro-1,7-naphthyridine-2-carboxylic acid C(C)(C)(C)OC(=O)N1CCN(CC1)C1=CC(=NC=2CN(CCC12)C1=C2C=NN(C2=CC(=C1Cl)C)C1OCCCC1)C(=O)O